(3S)-11-(2,4-difluorophenyl)-3-(methoxymethoxy)-10-(trifluoromethyl)-3,4-dihydro-2H,6H-[1,4]thiazepino[2,3,4-ij]quinazoline-6,8(7H)-dione FC1=C(C=CC(=C1)F)C1=C(C=C2C(NC(N3C2=C1SC[C@H](C3)OCOC)=O)=O)C(F)(F)F